3-[ethyl(oxan-4-yl)amino]-2-methyl-5-{6-[(1-methylazetidin-3-yl)oxy]pyridin-3-yl}benzoic acid sodium salt [Na+].C(C)N(C=1C(=C(C(=O)[O-])C=C(C1)C=1C=NC(=CC1)OC1CN(C1)C)C)C1CCOCC1